2-((3-(pyrrolidin-1-yl)propyl)thio)-1,4-dihydroquinazoline N1(CCCC1)CCCSC=1NC2=CC=CC=C2CN1